BrC1=C2C=CNC2=CC(=C1OC=1C=CC(=C(C1)C1=NC(=NN1C)C(C)(CCSCCSCCO)C=1C=C(C=CC1)/C=C(/C(=O)O)\C)F)F (E)-3-(3-(2-(5-(5-((4-Bromo-6-fluoro-1H-indol-5-yl)oxy)-2-fluorophenyl)-1-methyl-1H-1,2,4-triazol-3-yl)-4-((2-((2-hydroxyethyl)thio)ethyl)thio)butan-2-yl)phenyl)-2-methylacrylic acid